2-((6-cyclopropyl-8-((1-methyl-2-oxopyrrolidin-3-yl)oxy)imidazo[1,2-a]pyridin-2-yl)methyl)isoindoline-1,3-dione C1(CC1)C=1C=C(C=2N(C1)C=C(N2)CN2C(C1=CC=CC=C1C2=O)=O)OC2C(N(CC2)C)=O